1-Methyl-2,3,4,7-tetrahydroazepine-5-carbonyl chloride CN1CCCC(=CC1)C(=O)Cl